3-(4-acetoxylphenyl)-N-[4-(1-pyrrolidinylsulfonyl)phenyl]acryl-amide O(C(=O)C)C1=CC=C(C=C1)C=CC(=O)NC1=CC=C(C=C1)S(=O)(=O)N1CCCC1